COC(C(=COC)C1=C(C=CC=C1)COC1=C(C=CC(=C1)C)C)=O 2-[2-(2,5-dimethyl-phenoxymethyl)-phenyl]-3-methoxy-acrylic acid methyl ester